COC1=CC=C(C=C1)CCCC(=O)OC(C)C Isopropyl 4-(4-methoxyphenyl)butanoate